FC(OC1=CC=C(C=C1)C1=CC=CC=C1)(F)F 4-trifluoromethoxy-1,1'-biphenyl